5-(methyl)furfural CC1=CC=C(C=O)O1